tert-butyl 3-acetamido-5-formyl-1H-indole-1-carboxylate C(C)(=O)NC1=CN(C2=CC=C(C=C12)C=O)C(=O)OC(C)(C)C